ClC1=C(C(=O)NC2=C3C(N(CC3=CC=C2)[C@@H](C(C)(C)O)C2CC2)=O)C(=CC=C1C)F |o1:15| (R or S)-2-chloro-N-(2-(1-cyclopropyl-2-hydroxy-2-methylpropyl)-3-oxoisoindolin-4-yl)-6-fluoro-3-methylbenzamide